CN1C[C@H]2N(C3=C1C=C(C=N3)C(F)(F)F)CCN(C2)C(=O)OC(C)(C)C tert-Butyl (R)-5-methyl-3-(trifluoromethyl)-5,6,6a,7,9,10-hexahydro-8H-pyrazino[1,2-a]pyrido[3,2-e]pyrazine-8-carboxylate